1-((2-fluoropyridin-4-yl)methyl)-6-(4-methoxy-5H-pyrrolo[3,2-d]pyrimidin-5-yl)-2-methyl-1H-imidazo[4,5-b]pyridine FC1=NC=CC(=C1)CN1C(=NC2=NC=C(C=C21)N2C=CC=1N=CN=C(C12)OC)C